BrC1=C(C(=C(C=C1)CCl)C)F 1-bromo-4-chloromethyl-2-fluoro-3-methylbenzene